6,8-difluoro-3,4-dihydro-1H-2-naphthol FC=1C=C2CCC(CC2=C(C1)F)O